tert-Butyl (R)-2-(6-(2,5-dichloropyrimidin-4-yl)-1-oxo-3,4-dihydropyrrolo[1,2-c]pyrimidin-2(1H)-yl)propanoate ClC1=NC=C(C(=N1)C=1C=C2N(C(N(CC2)[C@@H](C(=O)OC(C)(C)C)C)=O)C1)Cl